COC=1C=C(C=CC1NC=1N=CC2=C(N1)C(=NC=C2)NCC(C)(C)OC)C(=O)N2CC(C2)OC (3-methoxy-4-((8-((2-methoxy-2-methylpropyl)amino)pyrido[3,4-d]pyrimidin-2-yl)amino)phenyl)(3-methoxyazetidin-1-yl)methanone